ClC=1C(=CC=C2N=CC(=NC12)C=1C=NN(C1)CC1CCN(CC1)CCO)OC=1C=CC2=C(NC(=N2)C)C1 2-(4-((4-(8-chloro-7-((2-methyl-1H-benzo[d]imidazol-6-yl)oxy)-quinoxalin-2-yl)-1H-pyrazol-1-yl)methyl)piperidin-1-yl)ethanol